α-carotenone CC1(C)C(CCC(C)=C1\C=C\C(\C)=C\C=C\C(\C)=C\C=C\C=C(/C)\C=C\C=C(/C)\C=C\C1C(C)=CCCC1(C)C)=O